aluminum methoxide dibutoxide [O-]CCCC.[O-]CCCC.C[O-].[Al+3]